ClC1=C(C(=O)NCC(=O)N[C@@H](CC(C)C)B2OC([C@](O2)(CC(=O)N(C)C)CC(=O)O)=O)C=C(C=C1)Cl 2-((S)-2-((R)-1-(2-(2,5-dichlorobenzamido)acetamido)-3-methylbutyl)-4-(2-(dimethylamino)-2-oxoethyl)-5-oxo-1,3,2-dioxaborolan-4-yl)acetic acid